para-methoxyisopropyl-cinnamic acid COC1=CC=C(C=C(C(=O)O)C(C)C)C=C1